3-(5-(1-((7-azaspiro[3.5]nonan-2-yl)methyl)piperidin-4-yl)-3-methyl-2-oxo-2,3-dihydro-1H-benzo[d]imidazol-1-yl)piperidine-2,6-dione trifluoroacetate FC(C(=O)O)(F)F.C1C(CC12CCNCC2)CN2CCC(CC2)C2=CC1=C(N(C(N1C)=O)C1C(NC(CC1)=O)=O)C=C2